((1S,4R,6R)-6-((5-chloropyridin-2-yl)oxy)-2-azabicyclo[2.2.1]heptan-2-yl)(6-methyl-3-(2H-1,2,3-triazol-2-yl)pyridin-2-yl)methanone ClC=1C=CC(=NC1)O[C@@H]1C[C@@H]2CN([C@H]1C2)C(=O)C2=NC(=CC=C2N2N=CC=N2)C